(R)-methyl 3-(9-((1s,4S)-4-carbamoylcyclohexyl)-8-(2,4,6-trifluorophenylamino)-9H-purin-2-ylamino)piperidine-1-carboxylate C(N)(=O)C1CCC(CC1)N1C2=NC(=NC=C2N=C1NC1=C(C=C(C=C1F)F)F)N[C@H]1CN(CCC1)C(=O)OC